N-[6-(1-hydroxy-1-methyl-ethyl)-2H-indazol-5-yl]-6-(trifluoromethyl)pyridine-2-carboxamide Tert-butyl-4-(4-amino-3-fluoro-phenyl)piperidine-1-carboxylate C(C)(C)(C)OC(=O)N1CCC(CC1)C1=CC(=C(C=C1)N)F.OC(C)(C)C=1C(=CC2=CNN=C2C1)NC(=O)C1=NC(=CC=C1)C(F)(F)F